CC=1C=C(C=NC1N1CCC(CC1)CNC)CC1=CN=C2C(=NC(=NN21)N[C@@H](C)CCC)N (S)-7-((5-Methyl-6-(4-((methylamino)methyl)piperidin-1-yl)pyridin-3-yl)methyl)-N2-(pentan-2-yl)imidazo[2,1-f][1,2,4]triazin-2,4-diamin